C(#N)C=1C=NN2C1C(=CC(=C2)OC[C@H]2CNCCO2)C=2N=CC(=NC2)N2CCC(CC2)(C)NC(C2=C(C=CC(=C2)F)C(F)(F)F)=O (R)-N-(1-(5-(3-cyano-6-(morpholin-2-ylmethoxy)pyrazolo[1,5-a]pyridin-4-yl)pyrazin-2-yl)-4-methylpiperidin-4-yl)-5-fluoro-2-(trifluoromethyl)benzamide